CN1[C@@H](CN(C[C@@H]1C)C1=CC=C(C=C1)B1OC(C(O1)(C)C)(C)C)C (2R,6S)-1,2,6-trimethyl-4-(4-(4,4,5,5-tetramethyl-1,3,2-dioxaborolan-2-yl)phenyl)piperazine